C(C=C)(=O)NC=1C=C(C=CC1)C=1C=C(C=C2C=NC=NC12)C1=CC=C(C(=O)NC2=NC=CC(=C2)C)C=C1 4-(8-(3-acrylamidophenyl)quinazolin-6-yl)-N-(4-methylpyridin-2-yl)benzamide